(E)-N'-(4-methylpent-3-en-2-ylidene)benzoyl-hydrazine CC(=C\C(\C)=N\NC(C1=CC=CC=C1)=O)C